C(C)(C)(C)OC(=O)NC=1C(=C(C=C(C1)C#N)N1CCN(C2CC12)C(=O)OC(C)(C)C)Cl tert-butyl 5-(3-((tert-butoxycarbonyl)amino)-2-chloro-5-cyanophenyl)-2,5-diazabicyclo[4.1.0]heptane-2-carboxylate